C(C1=CC=CC=C1)O[C@@H]1[C@](O[C@@H]2OC(O[C@@H]21)(C)C)(COCC2=CC=CC=C2)C#C[Si](CC)(CC)CC (((3aR,5R,6S,6aR)-6-(benzyloxy)-5-((benzyloxy)methyl)-2,2-dimethyltetrahydrofuro[2,3-d][1,3]dioxol-5-yl)ethynyl)triethylsilane